C(#N)C1=C(C=CC(=C1)C(F)(F)F)SCCC(C#N)C#N 2-[2-[2-cyano-4-(trifluoromethyl)phenyl]sulfanyl-ethyl]malononitrile